5-{3-[4-(2-Amino-1-hydroxyethyl)piperidin-1-yl]-4-(trifluoromethyl)phenyl}-1,3,4-oxadiazol-2(3H)-one NCC(O)C1CCN(CC1)C=1C=C(C=CC1C(F)(F)F)C1=NNC(O1)=O